(5-FLUORO-2-([(5-METHYLPYRIMIDIN-2-YL)SULFANYL]METHYL)PHENYL)BORANEDIOL FC=1C=CC(=C(C1)B(O)O)CSC1=NC=C(C=N1)C